BrC1=C(C=C(C=C1)OCC(F)(F)F)C 1-bromo-2-methyl-4-(2,2,2-trifluoroethoxy)benzene